BrC=1C=CC2=C(C(=NCC=3N2C=NN3)C3=C(C=CC=C3F)F)C1Cl 8-bromo-7-chloro-6-(2,6-difluorophenyl)-4H-[1,2,4]triazolo[4,3-a][1,4]benzodiazepine